2,2'-bis-(2-hydroxyethoxy)-1,1'-binaphthyl OCCOC1=C(C2=CC=CC=C2C=C1)C1=C(C=CC2=CC=CC=C12)OCCO